4-(2-(2,4-difluorophenoxy)-5-(ethylsulfonylamino)-4-(piperidin-4-yl)phenyl)-2,6-lutidine 1-oxide FC1=C(OC2=C(C=C(C(=C2)C2CCNCC2)NS(=O)(=O)CC)C=2C=C([N+](=C(C2)C)[O-])C)C=CC(=C1)F